mercapto mercaptan compound with isocyanate [N-]=C=O.SS